1-(2,2-difluoropropyl)-5-methyl-4-(4,4,5,5-tetramethyl-1,3,2-dioxaborolan-2-yl)pyrazole FC(CN1N=CC(=C1C)B1OC(C(O1)(C)C)(C)C)(C)F